ClC=1C=C(C=CC1Cl)N1N=C(C=C1)OC1=C(C=C(C(=C1)C)[N+](=O)[O-])C 1-(3,4-dichlorophenyl)-3-(2,5-dimethyl-4-nitrophenoxy)-1H-pyrazole